5-chloro-2-(3,4-dimethoxyphenyl)-3-isopropyl-1H-indole-1-carboxylic acid tert-butyl ester C(C)(C)(C)OC(=O)N1C(=C(C2=CC(=CC=C12)Cl)C(C)C)C1=CC(=C(C=C1)OC)OC